C(C)(=O)C1NCCC=2C3=CC=C(C=C3NC12)OC 1-acetyl-7-methoxy-tetrahydro-β-carboline